CCC(CCCCC(C)C)O 3-isodecyl alcohol